C[Si](OC1(CC1)C1=CC=C(C=N1)NC(OC(C)(C)C)=O)(C)C tert-butyl (6-(1-((trimethylsilyl)oxy)cyclopropyl)pyridin-3-yl)carbamate